(1r,4r)-4-((3-(2-chloro-4-phenoxybenzoyl)-1H-pyrrolo[2,3-b]pyridin-4-yl)amino)cyclohexane-1-carboxylic acid ClC1=C(C(=O)C2=CNC3=NC=CC(=C32)NC3CCC(CC3)C(=O)O)C=CC(=C1)OC1=CC=CC=C1